2-NAPHTHALEN-1-YL-1H-IMIDAZOLE-4-CARBALDEHYDE C1(=CC=CC2=CC=CC=C12)C=1NC=C(N1)C=O